C(C)N1CCC(C12COCC2)C2=CC=1C(=NC=CC1C=1SC3=C(N1)C=C(C=C3)N)S2 (2-(1-ethyl-7-oxa-1-azaspiro[4.4]nonan-4-yl)thieno[2,3-b]pyridin-4-yl)benzo[d]thiazol-5-amine